FC1=C(C=C(C(=C1)C=1N=NC(=CC1)N(C1CC(NC(C1)(C)C)(C)C)C)OC)C=1C=NN(C1)C(=O)OC(C)(C)C tert-Butyl 4-(2-fluoro-5-methoxy-4-(6-(methyl(2,2,6,6-tetramethylpiperidin-4-yl)amino)pyridazin-3-yl)phenyl)-1H-pyrazole-1-carboxylate